1-(1-((1-butyl-1H-tetrazol-5-yl)(3-hydroxyphenyl)methyl)piperidin-4-yl)-1H-benzo[d]imidazol-2(3H)-one C(CCC)N1N=NN=C1C(N1CCC(CC1)N1C(NC2=C1C=CC=C2)=O)C2=CC(=CC=C2)O